tetrahydro-[3,4'-bipyridine]-6-nitrile 2HCl Cl.Cl.N1CC(CC=C1C#N)C1=CC=NC=C1